4-(2-ethoxypyridin-3-yl)-5-methylpyrimidine-2-carbonitrile C(C)OC1=NC=CC=C1C1=NC(=NC=C1C)C#N